3-((methylsulfinyl)methyl)azepine CS(=O)CC1=CNC=CC=C1